methyl 4-[(5-fluoro-2-pyridyl)sulfonimidoyl]benzoate FC=1C=CC(=NC1)S(=O)(=N)C1=CC=C(C(=O)OC)C=C1